N-(benzhydryl)-1-methyl-2-(4-(trifluoromethyl)benzyl)-1H-benzo[d]imidazol-6-amine C(C1=CC=CC=C1)(C1=CC=CC=C1)NC=1C=CC2=C(N(C(=N2)CC2=CC=C(C=C2)C(F)(F)F)C)C1